4-(2,6-dichloropyridin-3-yl)benzoyl-p-toluenesulfonylmethyl-dimethyl-sulfonium ClC1=NC(=CC=C1C1=CC=C(C(=O)C[S+](C)CS(=O)(=O)C2=CC=C(C)C=C2)C=C1)Cl